{1-{1-[(1-Methyl-1H-pyrazol-5-yl)sulfonyl]piperidin-4-yl}-3-[4-(7H-pyrrolo[2,3-d]pyrimidin-4-yl)-1H-pyrazol-1-yl]azetidin-3-yl}acetonitrile CN1N=CC=C1S(=O)(=O)N1CCC(CC1)N1CC(C1)(N1N=CC(=C1)C=1C2=C(N=CN1)NC=C2)CC#N